C(C1=CC=CC=C1)N1C2=NC(=NC(=C2N=C1O)N)OCCOC 9-benzyl-8-hydroxy-2-(2-methoxy-ethoxy)adenine